methoxybis(2,6-di-tert-butyl-4-methylphenoxy)aluminum CO[Al](OC1=C(C=C(C=C1C(C)(C)C)C)C(C)(C)C)OC1=C(C=C(C=C1C(C)(C)C)C)C(C)(C)C